(R or S)-2-ethoxy-2-(1-(2-(6-methylpyridin-3-yl)propan-2-yl)-3-(2-(thiophen-2-yl)ethyl)pyrrolidin-3-yl)ethan-1-amine C(C)O[C@@H](CN)C1(CN(CC1)C(C)(C)C=1C=NC(=CC1)C)CCC=1SC=CC1 |o1:3|